C(C)(C)(C)OC(=O)N1CCC(CC1)/C(=C/C=1C(=NOC1C1CC1)C1=C(C=CC=C1Cl)Cl)/C (E)-4-(1-(5-cyclopropyl-3-(2,6-dichlorophenyl)isoxazol-4-yl)prop-1-en-2-yl)piperidine-1-carboxylic acid tert-butyl ester